2-(6-{5-chloro-2-[(oxan-4-yl)amino]pyrimidin-4-yl}-1-oxo-2,3-dihydro-1H-isoindol-2-yl)-N-{1-[3-(1H-pyrrol-1-yl)phenyl]ethyl}acetamide ClC=1C(=NC(=NC1)NC1CCOCC1)C1=CC=C2CN(C(C2=C1)=O)CC(=O)NC(C)C1=CC(=CC=C1)N1C=CC=C1